4-(3,6-diazabicyclo[3.1.1]heptan-3-yl)-6-chloro-8-fluoro-2-(((S)-1-(piperidin-1-yl)propan-2-yloxy)quinazolin-7-yl)-7-fluorobenzo[d]thiazol-2-amine C12CN(CC(N1)C2)C2=CC(=C(C1=C2NC(S1)(N)C1=CC=C2C=NC(=NC2=C1F)O[C@H](CN1CCCCC1)C)F)Cl